BrC1=C(C=CC(=C1)S(NC)(=O)=O)NC(C)=O N-[2-bromo-4-(methylsulfamoyl)phenyl]acetamide